3-bromo-2-iodobenzofuran BrC1=C(OC2=C1C=CC=C2)I